lithium difluoro (bismalonate) phosphate P(=O)([O-])(O)O.C(CC(=O)O)(=O)OF.C(CC(=O)O)(=O)OF.[Li+]